3-chloro-1-(4-methylphenyl)propan-1-one (2,2,6,6-tetramethyl-4-piperidyl)-1,2,3,4-butanetetracarboxylate CC1(NC(CC(C1)OC(=O)CC(C(CC(=O)O)C(=O)O)C(=O)O)(C)C)C.ClCCC(=O)C1=CC=C(C=C1)C